C(C)C=1C(NC2=C(N1)N=CC(=C2)CN2CCN([C@@H]1CC[C@H]21)C=2C=CC(=NC2)C(=O)NC)=O cis-5-(5-((3-ethyl-2-oxo-1,2-dihydropyrido[2,3-b]pyrazin-7-yl)methyl)-2,5-diazabicyclo[4.2.0]octan-2-yl)-N-methylpicolinamide